2-phenyl-ethanesulfonic acid C1(=CC=CC=C1)CCS(=O)(=O)O